(S)-2-(4-chloro-1-isopropyl-1H-pyrazol-5-yl)-N-(4-(1-ethyl-4-(trifluoromethyl)-1H-imidazol-2-yl)phenyl)-4,5,6,7-tetrahydropyrazolo[1,5-a]pyridin-4-amine ClC=1C=NN(C1C1=NN2C([C@H](CCC2)NC2=CC=C(C=C2)C=2N(C=C(N2)C(F)(F)F)CC)=C1)C(C)C